3-((2-chloro-4-(5-chloro-1-((4-fluoropiperidin-4-yl)methyl)-1H-indol-7-yl)pyrrolo[2,1-f][1,2,4]triazin-6-yl)methyl)pyrimidine-2,4(1H,3H)-dione ClC1=NN2C(C(=N1)C=1C=C(C=C3C=CN(C13)CC1(CCNCC1)F)Cl)=CC(=C2)CN2C(NC=CC2=O)=O